BrC=1C(=C2C(=NN(C(C2=CC1)=O)CC(=O)OC)C(C)C)F methyl 2-(6-bromo-5-fluoro-4-isopropyl-1-oxophthalazin-2(1H)-yl)acetate